fluoronaphthal FC1=C(C2=CC=CC=C2C=C1)C=O